((6-Chloro-4-((3-(1-cyclopropyl-1H-1,2,4-triazol-3-yl)-2-(methoxy-d3)phenyl)amino)pyridazine-3-carbonyl)oxy)zinc ClC1=CC(=C(N=N1)C(=O)O[Zn])NC1=C(C(=CC=C1)C1=NN(C=N1)C1CC1)OC([2H])([2H])[2H]